(S)-tert-butyl-3-(((S)-1-methoxy-1-oxo-3-((S)-2-oxopiperidin-3-yl)propan-2-yl)carbamoyl)-2-azaspiro[4.5]decane-2-carboxylate C(C)(C)(C)OC(=O)N1CC2(C[C@H]1C(N[C@H](C(=O)OC)C[C@H]1C(NCCC1)=O)=O)CCCCC2